5-(8-((1-(2-(4-(1,2-bis(4-hydroxyphenyl)but-1-en-1-yl)phenoxy)ethyl)piperidin-4-yl)methyl)-3,8-diazabicyclo[3.2.1]octan-3-yl)-2-(2,6-dioxopiperidin-3-yl)isoindoline-1,3-dione OC1=CC=C(C=C1)C(=C(CC)C1=CC=C(C=C1)O)C1=CC=C(OCCN2CCC(CC2)CN2C3CN(CC2CC3)C=3C=C2C(N(C(C2=CC3)=O)C3C(NC(CC3)=O)=O)=O)C=C1